N-myristoylserine C(CCCCCCCCCCCCC)(=O)N[C@@H](CO)C(=O)O